methyl 2-(7-bromo-4-(1-fluoroethyl)-1-oxophthalazin-2(1H)-yl)acetate BrC1=CC=C2C(=NN(C(C2=C1)=O)CC(=O)OC)C(C)F